divinyl aconitate C(C=C(C(=O)[O-])CC(=O)OC=C)(=O)OC=C